4-(Bromomethyl)quinoline BrCC1=CC=NC2=CC=CC=C12